The molecule is a lysophosphatidylcholine O-16:0e in which the hexadecyl group at C-1 contains 16 carbons of which none are unsaturated. It has a role as a metabolite. It is a lysophosphatidylcholine O-16:0 and a 1-alkyl-sn-glycero-3-phosphocholine. CCCCCCCCCCCCCCCCOC[C@H](COP(=O)([O-])OCC[N+](C)(C)C)O